NC1=NC(=C(C(=N1)OS(=O)(=O)C1=C(C=C(C=C1C)C)C)CC1=C(C=C(CN(CCC(=O)OCC)CC)C=C1)OC)C ethyl 3-((4-((2-amino-4-(mesitylsulfonyloxy)-6-methylpyrimidin-5-yl)methyl)-3-methoxybenzyl) (ethyl)amino)propanoate